5-methyl-2,2'-bipyridyl CC=1C=CC(=NC1)C1=NC=CC=C1